ClC=1C=C2C=C(C=NC2=CC1)NC1=NC(=NC=C1)NC=1C=NC(=C(C1)OC)N1CC(NCC1)C(F)F 4-(6-chloro-3-quinolylamino)-2-{6-[3-(difluoromethyl)-1-piperazinyl]-5-methoxy-3-pyridylamino}pyrimidine